L-ascorbic acid monopalmitate C(CCCCCCCCCCCCCCC)(=O)O.O=C1C(O)=C(O)[C@H](O1)[C@@H](O)CO